Methyl 3,4,5-trihydroxybenzoate OC=1C=C(C(=O)OC)C=C(C1O)O